N-(5-(4-((S)-4-acryloyl-3-(cyanomethyl)piperazin-1-yl)-2-(((S)-1-methylpyrrolidin-2-yl)methoxy)quinazolin-6-yl)-2-methoxypyridin-3-yl)-2,4-difluorobenzenesulfonamide C(C=C)(=O)N1[C@H](CN(CC1)C1=NC(=NC2=CC=C(C=C12)C=1C=C(C(=NC1)OC)NS(=O)(=O)C1=C(C=C(C=C1)F)F)OC[C@H]1N(CCC1)C)CC#N